2-bromo-5,6-dimethyl-3-(trifluoromethyl)pyridine BrC1=NC(=C(C=C1C(F)(F)F)C)C